NC[C@@]1([C@@H]2CCN(C[C@H]12)C1=CN=C2C(=N1)NN=C2C=2C(=C1CC(NC1=CC2)=O)Cl)C2=C(C=CC=C2)F 5-(6-((1S,6R,7R)-7-(aminomethyl)-7-(2-fluorophenyl)-3-azabicyclo[4.1.0]heptan-3-yl)-1H-pyrazolo[3,4-b]pyrazin-3-yl)-4-chloroindolin-2-one